1-ethyl-1-methyl-pyrrolidinium chloride [Cl-].C(C)[N+]1(CCCC1)C